2-(7-cyano-5-isopropylbenzofur-2-yl)-4-methylthiazole-5-carboxylic acid C(#N)C1=CC(=CC=2C=C(OC21)C=2SC(=C(N2)C)C(=O)O)C(C)C